ClC=1C=CC2=C(NC(=N2)SCC(=O)N2CCC3=CC=CC=C23)C1 2-[(6-chloro-1H-1,3-benzodiazol-2-yl)sulfanyl]-1-(2,3-dihydro-1H-indol-1-yl)ethan-1-one